1-(2-fluoro-phenyl)-5-chloromethyl-1H-4-pyrazolecarbonyl chloride FC1=C(C=CC=C1)N1N=CC(=C1CCl)C(=O)Cl